(3S,5R)-7-Methyl-1-oxa-7-azaspiro[4.4]nonan-3-yl (8-amino-7-fluoro-6-(8-methyl-2,3-dihydro-1H-pyrido[2,3-b][1,4]oxazin-7-yl)isoquinolin-3-yl)carbamate NC=1C(=C(C=C2C=C(N=CC12)NC(O[C@@H]1CO[C@]2(C1)CN(CC2)C)=O)C2=C(C1=C(OCCN1)N=C2)C)F